(S)-ethyl 8-(6-((R)-1-(4-(1H-indol-6-yl)-2-(3-methyl-1H-pyrazol-1-yl)phenyl)-2,2,2-trifluoroethoxy)-2-aminopyrimidin-4-yl)-2,8-diazaspiro[4.5]decane-3-carboxylate N1C=CC2=CC=C(C=C12)C1=CC(=C(C=C1)[C@H](C(F)(F)F)OC1=CC(=NC(=N1)N)N1CCC2(C[C@H](NC2)C(=O)OCC)CC1)N1N=C(C=C1)C